C1(CC1)CC1=NC=C(C2=C1NC(=N2)CN2C(C(=CC=C2)NC([C@H](CC\C=C\C(=O)N(C)C)NC(OC)=O)=O)=O)F methyl (S,E)-(1-((1-((4-(cyclopropylmethyl)-7-fluoro-3H-imidazo[4,5-c]pyridin-2-yl)methyl)-2-oxo-1,2-dihydropyridin-3-yl)amino)-7-(dimethylamino)-1,7-dioxohept-5-en-2-yl)carbamate